N-(3-bromophenyl)-8-chloro-N-(cyclopropylmethyl)-[1,2,4]Triazolo[4,3-a]Quinazolin-5-amine BrC=1C=C(C=CC1)N(C1=NC=2N(C3=CC(=CC=C13)Cl)C=NN2)CC2CC2